C(C)(=O)[O-].C(C)(=O)[O-].[Na+].C(CC)(=O)O.[Na+] sodium propionate sodium diacetate